[2H]C(N1C=2N(C=3C=CC(=CC3C1=O)S(=O)(=O)NC1(CC1)C)[C@H]1[C@@H](N2)COC1)(C1=C(N=C(S1)C)C)[2H] (7aR,10aS)-6-(dideutero(2,4-dimethylthiazol-5-yl)methyl)-N-(1-methylcyclopropyl)-5-oxo-5,6,7a,8,10,10a-hexahydrofuro[3',4':4,5]imidazo[1,2-a]quinazoline-3-sulfonamide